C1=CC=CC=2C3=CC=CC=C3C(C12)COC(NCCCN[C@H](C(C)(C)C)C=1N(C=C(C1)C1=C(C=CC(=C1)F)F)CC1=CC=CC=C1)=O 9H-Fluoren-9-ylmethyl-[3-({(1R)-1-[1-benzyl-4-(2,5-difluorophenyl)-1H-pyrrol-2-yl]-2,2-dimethylpropyl} amino)propyl]carbamat